N[C@@H]([C@@](CN1N=CN=C1)(O)C1=C(C=C(C=C1)F)F)C (2R,3R)-3-amino-2-(2,4-difluorophenyl)-1-(1H-1,2,4-triazole-1-yl)-2-butanol